O=NC(N)=N ketourea imine